ClC1=CC=2C(C(=N1)OCC)=CN(N2)C2CCOCC2 6-chloro-4-ethoxy-2-(tetrahydro-2H-pyran-4-yl)-2H-pyrazolo[4,3-c]pyridine